COC1=C(CN(C2=C3C(=C(N=N2)Cl)N(C(=N3)CCCC)CC3=CC=C(CNC(OC(C)(C)C)=O)C=C3)CC3=C(C=C(C=C3)OC)OC)C=CC(=C1)OC tert-butyl (4-((4-(bis(2,4-dimethoxybenzyl)amino)-2-butyl-7-chloro-1H-imidazo[4,5-d]pyridazin-1-yl)methyl)benzyl)carbamate